(S)-2-allyloxirane C(C=C)[C@@H]1OC1